C(C)OC(=O)[C@H]1C[C@@H](CCC1)N (1R,3R)-3-aminocyclohexanecarboxylic acid ethyl ester